C(C1=CC=CC=C1)C1=C2C(C(NC2=CC=C1)=O)(O)CC(=O)C1=CC=C(C=C1)Cl benzyl-3-(2-(4-chlorophenyl)-2-oxoethyl)-3-hydroxyindol-2-one